2,4,6-trichlorophenyl-benzyl chloride ClC1=C(C(=CC(=C1)Cl)Cl)C(C1=CC=CC=C1)Cl